C(CCC)N1N=C(C(=C1C(C)C)O)C(C)(C)C 1-n-Butyl-3-tert-butyl-4-hydroxy-5-isopropyl-pyrazol